C(C)(C)N(C1=CC2=C(C(=N1)CNC)CN(C2=O)C2=NC(=CC=C2)C=2N1C(=NN2)CC[C@H]1COC)C (S)-6-(isopropyl(methyl)amino)-2-(6-(5-(methoxymethyl)-6,7-dihydro-5H-pyrrolo[2,1-c][1,2,4]triazol-3-yl)pyridin-2-yl)-4-((methylamino)methyl)-2,3-dihydro-1H-pyrrolo[3,4-c]pyridin-1-one